CN(C[C@@H](C[C@H](C(C)C)N1CC2(C1)CN(CC2)C=2N=CN=NC2OC2=C(C(=O)N(C(C)C)C(C)C)C=C(C=C2)F)O)C 2-((5-(2-((3R,5R)-6-(dimethylamino)-5-hydroxy-2-methylhexan-3-yl)-2,6-diazaspiro[3.4]oct-6-yl)-1,2,4-triazin-6-yl)oxy)-5-fluoro-N,N-diisopropylbenzamide